2-(2-cyclopropyl-4-methoxyphenyl)-3-(oxazol-5-ylmethyl)-4-oxo-3,4-dihydrobenzo[4,5]thieno[2,3-d]pyrimidine-8-sulfonic acid C1(CC1)C1=C(C=CC(=C1)OC)C=1N(C(C2=C(N1)SC1=C2C=CC=C1S(=O)(=O)O)=O)CC1=CN=CO1